ClC1=C(C=C(C=2C3=C(NC12)CCNC([C@@H]3C)=O)C3=NN(N=C3)C)Cl |r| racemic-7,8-dichloro-1-methyl-10-(2-methyl-2H-1,2,3-triazol-4-yl)-3,4,5,6-tetrahydroazepino[4,5-b]indol-2(1H)-one